methyl 2,2-dimethylpiperidine-4-carboxylate hydrochloride Cl.CC1(NCCC(C1)C(=O)OC)C